7-oxo-2-azaspiro[3.5]Nonane-2-carboxylate O=C1CCC2(CN(C2)C(=O)[O-])CC1